[Pt+2].C1(=CC=CC=C1)C(CC(C)=O)=O.C1(=CC=CC=C1)C(CC(C)=O)=O bis(1-phenyl-1,3-butanedione) platinum (II)